ClC1=CC=C(C=C1)NS(=O)(=O)C1=CC=C(C=C1)C1=CC=CC=C1 N-(4-chlorophenyl)-[1,1'-biphenyl]-4-sulfonamide